(2S,4R)-2-(2-(6-bromo-4,7-dimethyl-2H-indazol-2-yl)-3-ethoxy-3-oxopropanoyl)-4-fluoropyrrolidine-1-carboxylic acid tert-butyl ester C(C)(C)(C)OC(=O)N1[C@@H](C[C@H](C1)F)C(C(C(=O)OCC)N1N=C2C(=C(C=C(C2=C1)C)Br)C)=O